C(C)(C)(C)C1=CC=C(C=C1)N(C(=O)[C@@H]1N(C[C@@H](C1)OC)C#N)C(C(NC1CCOCC1)=O)C=1C=NC=CC1 (2R,4R)-N-(4-tert-butylphenyl)-1-cyano-4-methoxy-N-[2-oxo-1-(3-pyridyl)-2-(tetrahydropyran-4-ylamino)ethyl]pyrrolidine-2-carboxamide